NC=1C2=C(N=CN1)N(C=CC2=O)C(C)C=2C(=C(C(=C(C2)Cl)C)C2=CC(=CC=C2)S(=O)(=O)N(C)C)OC 3'-[1-(4-Amino-5-oxopyrido[2,3-d]pyrimidin-8(5H)-yl)ethyl]-5'-chloro-2'-methoxy-N,N,6'-trimethylbiphenyl-3-sulfonamide